C(C)(=O)C=1C=C(C(=O)OC2CN(C2)C=2N=C(C3=C(N2)CC[S+]3[O-])N(C3CCOCC3)C)C=CC1 [1-[4-[methyl(tetrahydropyran-4-yl)amino]-5-oxido-6,7-dihydro-thieno[3,2-d]pyrimidin-5-ium-2-yl]azetidin-3-yl] 3-acetylbenzoate